Cl.CC1=C(C(=O)OC)C=C(C=C1)C1C[C@@H](OC2=CC=CC=C12)CN[C@H](C)C1=CC=CC2=CC=CC=C12 methyl 2-methyl-5-((2R)-2-((((R)-1-(naphthalen-1-yl)ethyl)amino) methyl) chroman-4-yl)benzoate hydrochloride